(R)-6-(3-fluoro-4-(3-methoxypyrrolidin-1-yl)phenyl)-1-(2-morpholinobenzo[d]thiazol-6-yl)-4-oxo-1,4-dihydropyridin-3-carboxylic acid FC=1C=C(C=CC1N1C[C@@H](CC1)OC)C1=CC(C(=CN1C1=CC2=C(N=C(S2)N2CCOCC2)C=C1)C(=O)O)=O